(S)-N-((3-Methoxythiophen-2-yl)methyl)-N-methyl-2-(9-(pyridin-2-yl)-6-oxaspiro[4.5]decan-9-yl)ethylamine hydrochloride Cl.COC1=C(SC=C1)CN(C)CC[C@@]1(CCOC2(CCCC2)C1)C1=NC=CC=C1